O=C1NC(CCC1C1=NN(C2=C(C=CC=C12)NC1CCC2(CCN(C2)C(=O)OC(C)(C)C)CC1)C)=O tert-butyl 8-((3-(2,6-dioxopiperidin-3-yl)-1-methyl-1H-indazol-7-yl) amino)-2-azaspiro[4.5]decane-2-carboxylate